C(=O)(OC(C)(C)C)NC(=O)OC(C)(C)C N,N-di-Boc-amine